5-methyl-6-[(2S,4S)-2-methylpiperidin-4-yl]pyridazin-3-amine dihydrobromide Br.Br.CC=1C=C(N=NC1[C@@H]1C[C@@H](NCC1)C)N